N-[4-[[4-[(4-Chlorophenyl)sulfanylmethyl]triazol-1-yl]methyl]phenyl]-2-(hydroxycarbamoyl)-4-methyl-pentanamide ClC1=CC=C(C=C1)SCC=1N=NN(C1)CC1=CC=C(C=C1)NC(C(CC(C)C)C(NO)=O)=O